pyridyl-dithioglycerol N1=C(C=CC=C1)C(S)C(S)CO